CS(=O)(=O)OC1CCC2(C(=C(CC12)CCCCCC)C1=CC=CC=C1)C(=C)C1=CC=CC=C1 5-hexyl-4-phenyl-3a-(1-phenylvinyl)-1,2,3,3a,6,6a-hexahydropentalen-1-yl methanesulfonate